tert-butyl N-tert-butoxycarbonyl-N-[4-[[1-(4-chloro-2-fluoro-phenyl)pyrrolo[2,3-c]pyridin-4-yl]methyl]-3-fluoro-2-pyridyl]carbamate C(C)(C)(C)OC(=O)N(C(OC(C)(C)C)=O)C1=NC=CC(=C1F)CC1=C2C(=CN=C1)N(C=C2)C2=C(C=C(C=C2)Cl)F